ClC=1C=C(C=CC1Cl)C=CC(=O)N1CCN(CC1)C(=O)C1=CC=C(C=C1)OC 3-(3,4-dichlorophenyl)-1-{4-[(4-methoxyphenyl)carbonyl]piperazinyl}prop-2-en-1-one